iron-copper salt [Cu].[Fe]